7-methyl-7,9-dihydro-1H-purine-6,8-dione CN1C(NC=2N=CNC(C12)=O)=O